3-((1-(4-(2-(2-Aminopyridin-3-yl)-3H-imidazo[4,5-b]pyridin-3-yl)benzyl)piperidin-4-yl)amino)-4-methoxycyclobut-3-ene-1,2-dione NC1=NC=CC=C1C1=NC=2C(=NC=CC2)N1C1=CC=C(CN2CCC(CC2)NC=2C(C(C2OC)=O)=O)C=C1